BrC1=CC=2C(C3=CC(=CC=C3N(C2C=C1)C1=CC=C(C=C1)C1=NC(=NC(=N1)C1=CC=CC=C1)C1=CC=CC=C1)Br)(CCCCCC)CCCCCC 2,7-dibromo-9,9-dihexyl-10-(4-(3,5-diphenyl-2,4,6-triazinyl)phenyl)-9,10-dihydroacridine